C(CCC(=O)O)(=O)O.CN(CCC1=CNC2=CC=C(C=C12)CS(=O)(=O)NC)C 3-[2-(dimethylamino)ethyl]-N-methyl-indole-5-methane-sulfonamide succinate